C(CCCCCCC\C=C/CCCCCCCC)(=O)O.O=C1C(O)=C(O)[C@H](O1)[C@@H](O)CO L-ascorbic acid monooleate